tert-butyl (S)-2-((tert-butoxycarbonyl)(methyl)amino)hex-5-enoate C(C)(C)(C)OC(=O)N([C@H](C(=O)OC(C)(C)C)CCC=C)C